FC1=CC2=C(N=C(S2)C#N)C=C1O 6-Fluoro-5-hydroxy-1,3-benzothiazole-2-carbonitrile